tert-Butyl 4-bromo-3-fluoro-5-methylbenzyl(methyl)carbamate BrC1=C(C=C(CN(C(OC(C)(C)C)=O)C)C=C1C)F